BrC=1C(=C2CCN(C2=CC1)C(=O)OC(C)(C)C)C tert-butyl 5-bromo-4-methylindolin-1-carboxylate